F.F.F.F.C(C)N(CC)CC triethylamine tetrahydrofluoride salt